C(C)(C)(C)OC(=O)N1CCC(CC1)N1C(N(C2=C1C=C(C(=C2)F)Br)CC2=NC=C(C=C2)C=2OC(=NN2)C(F)F)=O 4-(6-Bromo-3-((5-(5-(difluoromethyl)-1,3,4-oxadiazol-2-yl)pyridin-2-yl)methyl)-5-fluoro-2-oxo-2,3-dihydro-1H-benzo[d]imidazol-1-yl)piperidine-1-carboxylic acid tert-butyl ester